1-(4-((4-(2-chloro-6-(1H-pyrazol-1-yl)pyridin-3-yl)piperazin-1-yl)methyl)-3-fluoropyridin-2-yl)-3-ethylurea ClC1=NC(=CC=C1N1CCN(CC1)CC1=C(C(=NC=C1)NC(=O)NCC)F)N1N=CC=C1